(S)-3-(3-cyano-4-fluorophenyl)-1-(1-(7,8-difluoro-1-oxo-1,2-dihydroisoquinolin-4-yl)ethyl)-1-methylurea C(#N)C=1C=C(C=CC1F)NC(N(C)[C@@H](C)C1=CNC(C2=C(C(=CC=C12)F)F)=O)=O